ClC1=C(C=C(C=C1)NC(=O)[C@@H]1C([C@H]1C1=CC(=CC(=C1)Cl)Cl)(Cl)Cl)NC(=O)C1=NC=CC=N1 |r| trans-rac-N-(2-Chloro-5-(2,2-dichloro-3-(3,5-dichlorophenyl)cyclopropane-1-carboxamido)phenyl)pyrimidine-2-carboxamide